N-(4-(4-(isopropylsulfonyl)piperazin-1-yl)pyridin-2-yl)-5-(5-methyl-1H-pyrazol-4-yl)thiazolo[5,4-b]pyridin-2-amine C(C)(C)S(=O)(=O)N1CCN(CC1)C1=CC(=NC=C1)NC=1SC2=NC(=CC=C2N1)C=1C=NNC1C